1-(2-(3-chloro-4-(6-(1-methylcyclopropoxy)-9-((4-(trifluoromethyl)pyridin-2-yl)methyl)-9H-purin-8-yl)phenoxy)ethyl)azetidin-3-ol ClC=1C=C(OCCN2CC(C2)O)C=CC1C=1N(C2=NC=NC(=C2N1)OC1(CC1)C)CC1=NC=CC(=C1)C(F)(F)F